O=C1N[C@H]2[C@@H](OC1)CCN(C2)C(=O)N2CC1(C2)CC(C1)=CC=1C=C(OCCNC(OCC2=CC=CC=C2)=O)C=CC1 benzyl (2-(3-((2-((4aR,8aS)-3-oxooctahydro-2H-pyrido[4,3-b][1,4]oxazine-6-carbonyl)-2-azaspiro[3.3]heptan-6-ylidene)methyl)phenoxy)ethyl)carbamate